FC=1C=C(NC2=NN3C(CN(CC3)C(=O)OC(C)(C)C)=C2)C=CC1OC tert-butyl 2-(3-fluoro-4-methoxyanilino)-6,7-dihydropyrazolo[1,5-a]pyrazine-5(4H)-carboxylate